FC1=CC(=C(C=C1C=1C=NC(=NC1)N1CCOCC1)NC(=O)C1=CNC(C=C1C(F)(F)F)=O)N1C[C@H]([C@@H](C1)N(C)CCOC)OC |r| N-[4-fluoro-5-(2-morpholin-4-ylpyrimidin-5-yl)-2-[rac-(3R,4R)-3-methoxy-4-[2-methoxyethyl(methyl)amino]pyrrolidin-1-yl]phenyl]-6-oxo-4-(trifluoromethyl)-1H-pyridine-3-carboxamide